((4-(tert-butoxycarbonyl)piperazin-2-yl)methoxy)-6-chloro-2-morpholinonicotinic acid C(C)(C)(C)OC(=O)N1CC(NCC1)COC=1C(=NC(=C(C(=O)O)C1)N1CCOCC1)Cl